C1(CCCCCC1)[C@@H](C(=O)NC1=CC=C(C=N1)C=1C(=[N+](C=CC1C)[O-])C)NC(=O)C1=CC=NN1C (S)-6'-(2-cycloheptyl-2-(1-methyl-1H-pyrazole-5-carboxamido)acetamido)-2,4-dimethyl-[3,3'-bipyridine] 1-oxide